(9,9-dimethyl-9H-xanthen-4,5-diyl)bis(phosphine) CC1(C2=CC=CC(=C2OC=2C(=CC=CC12)P)P)C